C(C)(C)NCCOC=1C=C(C=CC1)C1=NC=CC(=N1)NC=1C=C2C=NNC2=CC1 N-(2-(3-(2-(isopropylamino)ethoxy)phenyl)pyrimidin-4-yl)-1H-indazol-5-amine